C(#N)C1=CC(=CC=2N=C(OC21)C=2C(=C(C=CC2)C2=C(C(=CC=C2)C=2OC1=C(N2)C=C(C(=C1)OC(F)F)CN1[C@@H](CCC1)C(=O)O)C)C)CN1C[C@@H](CC1)CF ((2-(3'-(7-cyano-5-(((R)-3-(fluoromethyl)pyrrolidin-1-yl)methyl)benzo[d]oxazol-2-yl)-2,2'-dimethyl-[1,1'-biphenyl]-3-yl)-6-(difluoromethoxy)benzo[d]oxazol-5-yl)methyl)-L-proline